N-{[4-(benzenesulfonyl)phenyl]methyl}-1H-pyrazolo[3,4-b]pyridine-5-carboxamide C1(=CC=CC=C1)S(=O)(=O)C1=CC=C(C=C1)CNC(=O)C=1C=C2C(=NC1)NN=C2